BrC1=CC(=C2C(C=C(N(C2=C1)C(C)C)C(=O)OC)=O)F methyl 7-bromo-5-fluoro-1-isopropyl-4-oxo-1,4-dihydroquinoline-2-carboxylate